tert-butyl (R)-1-(((R)-tert-butylsulfinyl) amino)-8-azaspiro[4.5]decane-8-carboxylate C(C)(C)(C)[S@@](=O)N[C@@H]1CCCC12CCN(CC2)C(=O)OC(C)(C)C